FC(OC1=CC=C(CCl)C=C1)(F)F 4-(trifluoromethoxy)benzyl chloride